6-methyl-6,7-dihydro-5H-oxathiepine 2,2-dioxide CC1CC=CS(OC1)(=O)=O